BrC=1C=C(C=CC1)C(C(=O)OC)(C)COCC(CSCCO)(C)C methyl 2-(3-bromophenyl)-2-((3-((2-hydroxyethyl)thio)-2,2-dimethylpropoxy)methyl)propanoate